OCN1C(N(C(C1(C)C)=O)CO)=O 1,3-bis-(hydroxymethyl)-5,5-dimethyl-2,4-imidazolidinedi-one